Dibromo-propane BrC(C)(C)Br